(tetramethylcyclopentadienyl)hafnium dichloride [Cl-].[Cl-].CC=1C(=C(C(C1)(C)[Hf+2])C)C